2-oxaspiro[3.3]hept-6-ylmethanesulfonate C1OCC12CC(C2)CS(=O)(=O)[O-]